CCCCCCCCC(CCCCCCCC)OC(CCCCCCCN(CCCCCCCC(=O)OCCC(CCCC)CCCC)CCCNC(C(C)O)=O)=O 3-butylheptyl 8-((8-(heptadecan-9-yloxy)-8-oxooctyl)(3-(2-hydroxypropanamido)propyl)amino)octanoate